2-Fluoro-6-(1-(2-hydroxyphenyl)imidazo[1,5-a]pyridin-3-yl)phenol FC1=C(C(=CC=C1)C1=NC(=C2N1C=CC=C2)C2=C(C=CC=C2)O)O